C(C1=CC=CC=C1)OC(=O)C=1SC=C(C1)C1=C(C=CC(=C1)[C@@H](C)N)OC 4-[5-[(1R)-1-aminoethyl]-2-methoxy-phenyl]Thiophene-2-carboxylic acid benzyl ester